4-(3-((tert-butoxycarbonyl)amino)propoxy)benzoic acid C(C)(C)(C)OC(=O)NCCCOC1=CC=C(C(=O)O)C=C1